FC1=CC=C(C=C[N+](=O)[O-])C=C1 4-fluoro-β-nitrostyrene